C[C@@H]1CN(C(O1)=O)C=C (R)-5-methyl-3-vinyl-1,3-oxazolidin-2-one